tert-butyl 6-methoxy-3-methyl-9-(4-sulfamoylbenzyl)-1,3,4,9-tetrahydro-2H-pyrido[3,4-b]indole-2-carboxylate COC=1C=C2C3=C(N(C2=CC1)CC1=CC=C(C=C1)S(N)(=O)=O)CN(C(C3)C)C(=O)OC(C)(C)C